C(C#C)OCCOCCC(=O)O 3-(2-(prop-2-yn-1-yloxy)ethoxy)propionic acid